ClC(Br)F 1-chloro-1-fluoro-1-bromomethane